[Br-].OCC[N+](CCCC(CCI)=O)(C)C N-(2-hydroxyethyl)-6-iodo-N,N-dimethyl-4-oxohexan-1-aminium bromide